6-(1-(2-(cyclopropylmethyl)-2-azaspiro[3.3]heptan-6-yl)piperidin-4-yl)-2-(3,4-dimethoxyphenyl)-1,4-dimethyl-1H-benzo[d]imidazole C1(CC1)CN1CC2(C1)CC(C2)N2CCC(CC2)C=2C=C(C1=C(N(C(=N1)C1=CC(=C(C=C1)OC)OC)C)C2)C